C(=O)(O)C1=C(C=CC=C1C(=O)O)C(C)C1=C(C(=CC=C1)C(=O)O)C(=O)O 1,1-bis-(2,3-dicarboxyphenyl)ethane